tert-butyl (S)-2-((7-methyl-2-(2,4,6-trifluorophenyl)imidazo[1,2-a]pyridin-3-yl)methyl)morpholine-4-carboxylate CC1=CC=2N(C=C1)C(=C(N2)C2=C(C=C(C=C2F)F)F)C[C@H]2CN(CCO2)C(=O)OC(C)(C)C